BrC=1C=C(C=CC1)CS(=O)(=O)N(COC)C1=CC(=C(C=C1)C1=CC2=C(N=CN=C2N2CCOCC2)N1COCC[Si](C)(C)C)F 1-(3-bromophenyl)-N-{3-fluoro-4-[4-(morpholin-4-yl)-7-{[2-(trimethylsilyl)ethoxy]methyl}-7H-pyrrolo[2,3-d]pyrimidin-6-yl]phenyl}-N-(methoxymethyl)methanesulfonamide